tert-Butyl 3-(benzo[d]thiazol-2-yl)-2-(3-(((3aR,5s,6aS)-2-(tert-butoxycarbonyl)octahydrocyclopenta[c]pyrrol-5-yl)amino)propanamido)-4,7-dihydrothieno[2,3-c]pyridine-6(5H)-carboxylate S1C(=NC2=C1C=CC=C2)C2=C(SC=1CN(CCC12)C(=O)OC(C)(C)C)NC(CCNC1C[C@@H]2[C@@H](CN(C2)C(=O)OC(C)(C)C)C1)=O